tert-butyl N-[2-[2-[5-[(2R,3S,4R,5R,6R)-3-acetamido-4,5-dibenzyloxy-6-(benzyloxymethyl)tetrahydropyran-2-yl]penta-2,4-diynoxy]ethoxy]ethyl]carbamate C(C)(=O)N[C@H]1[C@H](O[C@@H]([C@@H]([C@@H]1OCC1=CC=CC=C1)OCC1=CC=CC=C1)COCC1=CC=CC=C1)C#CC#CCOCCOCCNC(OC(C)(C)C)=O